FC=1C(=NC(=NC1)NC1=C(C(=CC=C1)S(=O)(=O)C)F)C1=CNC2=C(C=CC=C12)NC([C@@H](COC)N1CCNCC1)=O (R)-N-(3-(5-Fluoro-2-(2-fluoro-3-(methylsulfonyl)phenylamino)pyrimidin-4-yl)-1H-indol-7-yl)-3-methoxy-2-(piperazin-1-yl)propanamid